Sodium Dithioarsenate [As]([S-])([O-])([O-])=S.[Na+].[Na+].[Na+]